N-(4-(4-amino-5-(2,5-dimethoxypyridin-4-yl)-7-methyl-7H-pyrrolo[2,3-d]pyrimidin-6-yl)phenyl)methacrylamide hydroxyethylenebisphosphonate OC(CP(O)(O)=O)P(O)(O)=O.NC=1C2=C(N=CN1)N(C(=C2C2=CC(=NC=C2OC)OC)C2=CC=C(C=C2)NC(C(=C)C)=O)C